bis(3,4-epoxy-6-methylcyclohexylmethyl)2-(7-oxabicyclo[4.1.0]hept-3-yl)spiro[1,3-dioxane-5,3'-[7]oxabicyclo[4.1.0]heptane] CC1CC2C(CC1CC1C3(OC3CCC13COC(OC3)C3CC1OC1CC3)CC3CC1C(CC3C)O1)O2